[C@H]12OC[C@H](N(C1)C(=O)C1(CC1)C(=O)OC)C2 methyl 1-((1R,4R)-2-oxa-5-azabicyclo[2.2.1]heptane-5-carbonyl)cyclopropane-1-carboxylate